ClC1=CC=C(C(=N1)F)C1CC(CO1)O 5-(6-chloro-2-fluoropyridin-3-yl)oxolan-3-ol